ethyl 2-(4-chloro-3-methoxy-1,2-oxazol-5-yl)-3-methylbutanoate ClC=1C(=NOC1C(C(=O)OCC)C(C)C)OC